Butyl N-{[(3-{[(benzyloxy)carbonyl]amino}propyl)carbamoyl]methoxy}-carbamate C(C1=CC=CC=C1)OC(=O)NCCCNC(=O)CONC(OCCCC)=O